tert-butyl 2-[(2-oxo-1H-benzo[cd]indol-6-yl)oxy]acetate O=C1NC2=CC=C(C=3C2=C1C=CC3)OCC(=O)OC(C)(C)C